(RS)-(4-Pyrrolidin-3-yl-phenyl)-carbamic acid 2-(4-trifluoromethoxy-phenyl)-ethylester FC(OC1=CC=C(C=C1)CCOC(NC1=CC=C(C=C1)[C@@H]1CNCC1)=O)(F)F |r|